FC1=CC(=C(C=C1)N1CN(C(C2=CC=C(C=C12)C(F)(F)F)=O)C1=C(NC(C=C1)=O)NCCO)C 1-(4-fluoro-2-methylphenyl)-3-(2-((2-hydroxy-ethyl)amino)-6-oxo-1,6-dihydropyridin-3-yl)-7-(trifluoromethyl)-2,3-dihydroquinazolin-4(1H)-one